O1N[C@H](CC1)C=1C=C(C=CC1)C1=CC(=CC=C1)C(=O)OC methyl (R)-3'-(isoxazolidin-3-yl)-[1,1'-biphenyl]-3-carboxylate